NC1=NC=2C=C(C(=CC2C2=C1COC2)C(=O)N(C)[C@H]2COC1=C2C(=CC(=C1)C(F)(F)F)F)F 4-amino-7-fluoro-N-((3R)-4-fluoro-6-(trifluoromethyl)-2,3-dihydro-1-benzofuran-3-yl)-N-methyl-1,3-dihydrofuro[3,4-c]quinoline-8-carboxamide